Cyano-1,2-dimethyl-1H-pyrrole-3-carboxylic acid C(#N)C=1C(=C(N(C1)C)C)C(=O)O